methyl-ammonium tin iodide [Sn](I)(I)(I)I.C[NH3+]